tert-butyl (3S)-3-({7-bromo-2-(ethylsulfanyl)-6-iodo-8-[(1S)-1-phenylethoxy]quinolin-4-yl}oxy)pyrrolidine-1-carboxylate BrC1=C(C=C2C(=CC(=NC2=C1O[C@@H](C)C1=CC=CC=C1)SCC)O[C@@H]1CN(CC1)C(=O)OC(C)(C)C)I